C(#C)C=1N=CN(C1C)C1=NC=C(C=C1)C 2-(4-ethynyl-5-methyl-imidazol-1-yl)-5-methyl-pyridine